CC=1C(=NC=C(C1)NC(C(=O)N1[C@@H](CC[C@H](C1)C)C1=CC=NC=C1)=O)NC(OC(C)(C)C)=O tert-butyl N-[3-methyl-5-[[2-[(2S,5R)-5-methyl-2-(4-pyridyl)-1-piperidyl]-2-oxo-acetyl]amino]-2-pyridyl]carbamate